ClC1=NC=CC(=N1)N1C=NC2=C1C=CC(=C2)OC 1-(2-chloropyrimidin-4-yl)-5-methoxy-1H-benzo[d]imidazole